tert-butyl N-[(1S)-2,2-difluoro-1-[6-(4-methylthiazol-5-yl)-3-pyridyl]ethyl]carbamate FC([C@H](C=1C=NC(=CC1)C1=C(N=CS1)C)NC(OC(C)(C)C)=O)F